24-[(2-fluorophenyl)(hydroxy)methyl]cholan-6(5)-en FC1=C(C=CC=C1)C(CCC[C@@H](C)[C@H]1CC[C@H]2[C@@H]3CC=C4CCCC[C@]4(C)[C@H]3CC[C@]12C)O